(1R,3aS,5aR,5bR,7aR,9S,11aR,11bR-13aR,13bR)-3a-isocyanato-5a,5b,8,8,11a-pentamethyl-1-(1-methylcyclopropyl)icosahydro-1H-cyclopenta[a]chrysen-9-yl acetate C(C)(=O)O[C@@H]1C([C@@H]2CC[C@]3([C@@]4(CC[C@@]5([C@@H]([C@H]4CC[C@@H]3[C@]2(CC1)C)[C@@H](CC5)C5(CC5)C)N=C=O)C)C)(C)C